(2R)-2-Amino-N-[3-ethyl-4-(2-methyl-1H-pyrrolo[2,3-b]pyridin-4-yl)phenyl]-3,3-dimethyl-butanamide N[C@@H](C(=O)NC1=CC(=C(C=C1)C1=C2C(=NC=C1)NC(=C2)C)CC)C(C)(C)C